ClC1=NC=C(C(=C1)C1=C(C=NC(=C1)C)C(=O)NC=1SC2=C(N1)CN(C2)C(=O)C2CC(C2)(O)C(F)F)OC 2'-Chloro-N-(5-((1r,3r)-3-(di-fluoromethyl)-3-hydroxy-cyclobutane-1-carbonyl)-5,6-dihydro-4H-pyrrolo[3,4-d]thiazol-2-yl)-5'-methoxy-6-methyl-[4,4'-bipyridine]-3-carboxamide